(2R,4S,5R,6R)-6-((1R,2R)-3-azido-1,2-dihydroxypropyl)-2-(benzyloxy)-5-(2-hydroxyacetamido)-4-(prop-2-yn-1-yloxy)tetrahydro-2H-pyran-2-carboxylic acid N(=[N+]=[N-])C[C@H]([C@@H](O)[C@H]1[C@@H]([C@H](C[C@@](O1)(C(=O)O)OCC1=CC=CC=C1)OCC#C)NC(CO)=O)O